C(C)(C)C=1C(=NNC1C=1C=C(C=2N(C1)N=CN2)OC)C2=NC=C(N=C2)C2CCN(CC2)CCC 6-(4-isopropyl-3-(5-(1-propylpiperidin-4-yl)pyrazin-2-yl)-1H-pyrazol-5-yl)-8-methoxy-[1,2,4]triazolo[1,5-a]pyridine